5-[1-(5-amino-2-pyridyl)-3-(trifluoromethyl)pyrazol-4-yl]-N-[3-chloro-4-[2-[[(2S,4R)-4-hydroxyprolyl]amino]ethyl-carbamoyl]phenyl]-1-methyl-imidazole-2-carboxamide NC=1C=CC(=NC1)N1N=C(C(=C1)C1=CN=C(N1C)C(=O)NC1=CC(=C(C=C1)C(NCCNC([C@H]1NC[C@@H](C1)O)=O)=O)Cl)C(F)(F)F